(1S,2S)-2-((2-(trifluoromethyl)benzyl)amino)cyclohexan-1-ol FC(C1=C(CN[C@@H]2[C@H](CCCC2)O)C=CC=C1)(F)F